2,2'-[phenanthrene-9,10-diylbis(oxyethane-2,1-diyloxy[1,1'-binaphthalene]-2',2-diyloxy)]di(ethan-1-ol) C1=CC=CC=2C3=CC=CC=C3C(=C(C12)OCCOC1=C(C2=CC=CC=C2C=C1)C1=C(C=CC2=CC=CC=C12)OCCO)OCCOC1=C(C2=CC=CC=C2C=C1)C1=C(C=CC2=CC=CC=C12)OCCO